COC(C1=C(C=C(C=C1)Br)NC(CCC(=O)OC)=O)=O 4-Bromo-2-(4-methoxy-4-oxobutanoylamino)benzoic acid methyl ester